FC1([C@@H](CCCC1)N1N=NN=C1CCCCOC=1C=C2CCC(NC2=CC1)=O)F (R)-6-(4-(1-(2,2-difluorocyclohexyl)-1H-tetrazol-5-yl)butoxy)-3,4-dihydroquinolin-2(1H)-one